4-methylamino-2,6-dichloro-1,3,5-triazine CNC1=NC(=NC(=N1)Cl)Cl